N-((1H-benzo[d][1,2,3]triazol-1-yl)methyl)-N-benzylethylamine N1(N=NC2=C1C=CC=C2)CN(CC2=CC=CC=C2)CC